9-(4-((1-(3-fluoropropyl)azetidin-3-yl)methyl)phenyl)-8-(2-methyl-4-(trifluoromethyl)phenyl)-6,7-dihydro-5H-benzo[7]annulene-3-carboxylic acid FCCCN1CC(C1)CC1=CC=C(C=C1)C1=C(CCCC2=C1C=CC(=C2)C(=O)O)C2=C(C=C(C=C2)C(F)(F)F)C